6,6-Diethyl-1,5-diazabicyclo[3.1.0]hexane C(C)C1(N2CCCN12)CC